BrC=1C=NC(=NC1)NC(C)(C)C1=NC=CC=C1F (5-bromopyrimidin-2-yl)[1-(3-fluoro(2-pyridyl))-isopropyl]amine